N-((2,4-dimethoxyphenyl)(methyl)(oxo)-λ6-sulfaneylidene)-4-(5-(trifluoromethyl)-1,2,4-oxadiazol-3-yl)benzamide COC1=C(C=CC(=C1)OC)S(=NC(C1=CC=C(C=C1)C1=NOC(=N1)C(F)(F)F)=O)(=O)C